tert-butyl 4-(((3R,4R)-3-(4-(1H-pyrazol-1-yl)phenyl)-1-(3,3-difluoropropyl) piperidin-4-yl) methyl)-5,7-dimethyl-1H-indole-1-carboxylate N1(N=CC=C1)C1=CC=C(C=C1)[C@@H]1CN(CC[C@H]1CC1=C2C=CN(C2=C(C=C1C)C)C(=O)OC(C)(C)C)CCC(F)F